3-(4-(5-(2,3-dimethylphenyl)-6-methoxy-1H-pyrazolo[4,3-b]pyridin-3-yl)-1H-pyrazol-1-yl)-N,N-dimethylazetidine-1-carboxamide CC1=C(C=CC=C1C)C1=C(C=C2C(=N1)C(=NN2)C=2C=NN(C2)C2CN(C2)C(=O)N(C)C)OC